(R)-2-(3-(6-chloro-5-(phenylsulfonylamino)pyridin-3-yl)nicotinamido)propylcarbamic acid tert-butyl ester C(C)(C)(C)OC(NC[C@@H](C)NC(C1(CN=CC=C1)C=1C=NC(=C(C1)NS(=O)(=O)C1=CC=CC=C1)Cl)=O)=O